C1(C=CC(N1C(CON1C(CCC1=O)=O)C)=O)=O N-[beta-maleimidopropyloxy]succinimide